CNC=1N=CC(=C2C=C(N=CC12)NC(=O)C1CC1)C=1OC2=C(N1)C=C(C=C2)[C@@]2(OCCC2)C (R)-N-(8-(methylamino)-5-(5-(2-methyltetrahydrofuran-2-yl)benzo[d]oxazol-2-yl)-2,7-naphthyridin-3-yl)cyclopropanecarboxamide